7-(isopropyl(methyl)amino)-N-(4-(pyridin-2-yl)thiazol-2-yl)heptanamide C(C)(C)N(CCCCCCC(=O)NC=1SC=C(N1)C1=NC=CC=C1)C